OC=1C(=NN=NC1)C1=CC=CC=C1 Hydroxyphenyl-triazine